4-{[6-(5-chloro-2-fluorophenyl)pyridazin-4-yl]amino}-N-[2-(1-methylpiperidin-4-yl)ethyl]-1H-pyrrolo[2,3-b]pyridine-2-carboxamide ClC=1C=CC(=C(C1)C1=CC(=CN=N1)NC1=C2C(=NC=C1)NC(=C2)C(=O)NCCC2CCN(CC2)C)F